C1C(C)OS(=O)(=O)CS(=O)(=O)O1 Methanedisulfonic acid 1,2-propylene ester